C1(CC1)C1=NC2=CC=C(C(=C2NC1=O)F)CN1C[C@@H](N(CC1)C=1C=CC(=NC1F)C(=O)NC([2H])([2H])[2H])C (S)-5-(4-((2-cyclopropyl-5-fluoro-3-oxo-4H-quinoxalin-6-yl)methyl)-2-methylpiperazin-1-yl)-6-fluoro-N-(methyl-d3)pyridine-2-carboxamide